[Al].O water Aluminum